15,10,15,20-tetra(4-aminophenyl)porphyrin NC1=CC=C(C=C1)C1(C2C=CC(=C(C=3C=CC(=CC4=CC=C(N4)C(=C4C=CC1=N4)C4=CC=C(C=C4)N)N3)C3=CC=C(C=C3)N)N2)C2=CC=C(C=C2)N